C(C)(C)(C)OC(=O)NCCN[C@H](C(=O)OCC1=CC=CC=C1)CCCC Benzyl (S)-2-((2-((tert-butoxycarbonyl)amino)ethyl)amino)hexanoate